NC1=NC2=C(C=3N1N=C(N3)C=3OC=CC3)SC(N2CCN2CCN(CC2)C2=C(C=C(C(=O)N(CCNC)C)C=C2)F)=O 4-(4-(2-(5-amino-8-(furan-2-yl)-2-oxothiazolo[5,4-e][1,2,4]triazolo[1,5-c]pyrimidin-3(2H)-yl)ethyl)piperazin-1-yl)-3-fluoro-N-methyl-N-(2-(methylamino)ethyl)benzamide